C(#N)C(C#N)(C#N)N tricyanomethyl-amine